1-((2-(Trimethylsilyl)ethoxy)methyl)-1H-pyrazolo[3,4-c]pyridine-3-carbaldehyde C[Si](CCOCN1N=C(C=2C1=CN=CC2)C=O)(C)C